C(#N)C1(CCCC1)C1=CC=C(C=C1)C(C(=O)OCC)C(C)C ethyl 2-(4-(1-cyanocyclopentyl)phenyl)-3-methylbutanoate